COC1=CC=C(C=C1)NC(=O)[C@H]1[C@@H](CC[C@H](C1)C)C(C)C (1R,2S,5R)-N-(4-Methoxyphenyl)-5-methyl-2-(1-isopropyl)cyclohexanecarboxamide